1,3-adamantanediacetic acid C12(CC3(CC(CC(C1)C3)C2)CC(=O)O)CC(=O)O